tert-butyl 4-(2-trimethylstannyl-4-pyridyl)-3,6-dihydro-2H-pyridine-1-carboxylate C[Sn](C1=NC=CC(=C1)C=1CCN(CC1)C(=O)OC(C)(C)C)(C)C